1-(piperazine-1-sulfonyl)piperidin N1(CCNCC1)S(=O)(=O)N1CCCCC1